FC1=NC(=C2N=CN(C2=N1)C1OCCCC1)NCC1=C(C=CC=C1)C 2-fluoro-6-[(2-methylbenzyl)amino]-9-(tetrahydro-2H-pyran-2-yl)-9H-purine